methylbenzyl-hydrazine hydrochloride Cl.CN(N)CC1=CC=CC=C1